(2R)-2-(6-{5-chloro-2-[(1-methyl-1H-pyrazol-5-yl)amino]pyrimidin-4-yl}-1-oxo-2,3-dihydro-1H-isoindol-2-yl)-N-[(1S)-2-hydroxy-1-(6-methylpyridin-2-yl)ethyl]propanamide ClC=1C(=NC(=NC1)NC1=CC=NN1C)C1=CC=C2CN(C(C2=C1)=O)[C@@H](C(=O)N[C@H](CO)C1=NC(=CC=C1)C)C